3,6-dibromo-fluorenylmethanol BrC=1C=C(C=2CC3=CC=C(C=C3C2C1)Br)CO